4'-((9H-carbazole-3,6-diyl)bis(1H-1,2,3-triazole-4,1-diyl))dibenzoic acid C1=CC(=CC=2C3=CC(=CC=C3NC12)C=1N=NN(C1)C1=C(C(=O)O)C=CC=C1)C=1N=NN(C1)C1=C(C(=O)O)C=CC=C1